benzyl (2R,6S)-2,6-dimethyl-4-oxopiperidin-1-carboxylate C[C@H]1N([C@H](CC(C1)=O)C)C(=O)OCC1=CC=CC=C1